1-(2-chloroethyl)-3-(3-fluoro-4-morpholinylphenyl)urea ClCCNC(=O)NC1=CC(=C(C=C1)N1CCOCC1)F